N1=CC=CC2=CC=CC(=C12)NC(=O)C1=NC=CC(=C1)C1CCN(CC1)C(=O)OC(C)(C)C tert-butyl 4-(2-(quinolin-8-ylcarbamoyl)pyridin-4-yl)piperidine-1-carboxylate